N-(3-(1H-imidazol-1-yl)propyl)-2-hydroxy-2-methyl-4-(2,4,5-trimethyl-3,6-dioxocyclohexa-1,4-dienyl)butanamide N1(C=NC=C1)CCCNC(C(CCC1=C(C(C(=C(C1=O)C)C)=O)C)(C)O)=O